azotert-butane N(=NC(C)(C)C)C(C)(C)C